C(CCCCCCCCCCCCCCCCC)OC(CCC1=CC(=C(C(=C1)C(C)(C)C)O)C(C)(C)C)=O.C(CC(C)C)S(=O)C1=CC=CC=C1 (isopentylsulfinyl)benzene n-octadecyl-3-(4'-hydroxy-3',5'-di-t-butylphenyl)propionate